((3,5-bis(1,1-dimethylethyl)-4-hydroxyphenyl) methyl) diethyl phosphate P(=O)(OCC1=CC(=C(C(=C1)C(C)(C)C)O)C(C)(C)C)(OCC)OCC